(R)-1-(3,3-difluoro-4-((5-(4-fluoro-1-isopropyl-2-methyl-1H-benzo[d]imidazol-6-yl)-4-methoxypyrrolo[2,1-f][1,2,4]triazin-2-yl)amino)pyrrolidin-1-yl)ethan-1-one FC1(CN(C[C@H]1NC1=NN2C(C(=N1)OC)=C(C=C2)C=2C=C(C1=C(N(C(=N1)C)C(C)C)C2)F)C(C)=O)F